NC1C2(CCN(C=C2)C2N=C(C(=CN2C)SC2=C(C3=CN(N=C3C=C2)C)Cl)C)CCNC1 2-(7-amino-3,9-diazaspiro[5.5]undecen-3-yl)-5-((4-chloro-2-methyl-2H-indazol-5-yl)thio)-3,6-dimethylpyrimidine